[Al].O(C=1C(=NC2=C(C=CC(=C2C1)C(F)(F)F)O)C)C=1C(=NC2=C(C=CC(=C2C1)C(F)(F)F)O)C oxo-bis(2-methyl-5-trifluoromethyl-8-hydroxyquinoline) aluminum